C(=CCCC)C1=C(C(=CC=C1)O)O 3-(8Z-pentenyl)-1,2-benzenediol